Cl.COC1(CNCC1)\C=C\C1=CC=C(C=C1)C(F)(F)F 3-methoxy-3-[(E)-2-[4-(trifluoromethyl)phenyl]vinyl]pyrrolidine hydrochloride